BrC1=C(C=CC(=C1)C)C(CNC(=O)C1=C(N=NC(=C1C)Cl)OC1=C(C(=CC=C1)C1CC1)F)(F)F N-[2-(2-bromo-4-methylphenyl)-2,2-difluoroethyl]-6-chloro-3-(3-cyclopropyl-2-fluorophenoxy)-5-methylpyridazine-4-carboxamide